(difluorosulfomethyl)-3-methylimidazole FC(S(=O)(=O)O)(F)C1=NC=CN1C